1-azabicyclo[2.2.2]octane-3-carbonitrile N12CC(C(CC1)CC2)C#N